CC1CC2(NC(C1)C2)C(=O)OC cis-methyl 3-methyl-6-azabicyclo[3.1.1]heptane-1-carboxylate